C(C)(C)(C)N1N=CC(=C1)C1=CC2=C(C(=C(CCC2)Br)C2=CC=C(C=C2)O[C@@H]2CN(CC2)CCCF)C=C1 tert-butyl-(S)-4-(8-bromo-9-(4-((1-(3-fluoropropyl)pyrrolidin-3-yl)oxy)phenyl)-6,7-dihydro-5H-benzo[7]annulen-3-yl)-1H-pyrazole